C(C)(=O)[O-].[Pd+2].COC=1C=C(C=C(C1)C=1C=NN(C1)C)[C@@H](C)NC(C1=C(C=CC(=C1)N1CC(C1)N1CCCCC1)C)=O.C(C)(=O)[O-] N-[(1R)-1-[3-Methoxy-5-(1-methylpyrazol-4-yl)phenyl]ethyl]-2-methyl-5-[3-(1-piperidyl)azetidin-1-yl]benzamide Palladium(II) acetate